C(C)(=O)N1[C@@](C(C2=CC=CC=C12)=C)(C(=O)NC(C)(C)C)C1=NC(=CC=C1)C |r| (±)-1-acetyl-N-tert-butyl-3-methylene-2-(6-methylpyridin-2-yl)indoline-2-carboxamide